OCC=1OC(=CC1)CO 2,5-bishydroxymethyl-furan